[Ru+2].N1=CC=C(C=C1)C=1C2=CC=C(N2)C(=C2C=CC(C(=C3C=CC(=C(C=4C=CC1N4)C4=CC=NC=C4)N3)C3=CC=NC=C3)=N2)C2=CC=NC=C2 5,10,15,20-tetra(4-pyridyl)porphyrin ruthenium (II)